1-[2-(1,1-dioxo-1,2-thiazolidin-2-yl)-5-[6-[(6-methylpyridazin-3-yl)amino]benzimidazol-1-yl]-3-pyridinyl]ethanone O=S1(N(CCC1)C1=NC=C(C=C1C(C)=O)N1C=NC2=C1C=C(C=C2)NC=2N=NC(=CC2)C)=O